(4-(1-(5-(2-((2,3-dihydro-1H-inden-2-yl)amino)pyrimidin-5-yl)-1,3,4-oxadiazole-2-yl)pyrrolidin-3-yl)-1H-1,2,3-triazol-1-yl)methyl pivalate C(C(C)(C)C)(=O)OCN1N=NC(=C1)C1CN(CC1)C=1OC(=NN1)C=1C=NC(=NC1)NC1CC2=CC=CC=C2C1